C(C)OC(CCC(=O)C1=NC2=C(C=CC=C2C=C1OCC1=CC=CC=C1)Br)=O 4-(3-Benzyloxy-8-bromo-quinolin-2-yl)-4-oxo-butyric acid ethyl ester